C(CCCCCC)[Se]C1=CC=C(C=C1)C(CCN1CCN(CC1)C)=O 1-(4-(heptylseleno)phenyl)-3-(4-methylpiperazin-1-yl)propan-1-one